(5R*)-2-(2,4-difluorophenyl)-5-methyl-N-[(3S)-2-oxo-5-phenyl-1,3-dihydro-1,4-benzodiazepin-3-yl]-5,6,7,8-tetrahydropyrazolo[5,1-b][1,3]oxazepine-3-carboxamide FC1=C(C=CC(=C1)F)C1=NN2C(O[C@@H](CCC2)C)=C1C(=O)N[C@@H]1C(NC2=C(C(=N1)C1=CC=CC=C1)C=CC=C2)=O |o1:13|